3-((1-(3-((S)-4-Benzyl-2-oxooxazolidin-3-yl)-5-fluorophenyl)ethyl)amino)-6-chloropicolinic acid C(C1=CC=CC=C1)[C@@H]1N(C(OC1)=O)C=1C=C(C=C(C1)F)C(C)NC=1C(=NC(=CC1)Cl)C(=O)O